dimethyl-tetrazine CC1=C(N=NN=N1)C